1-oxo-3,6,9,12,15,18,21,24,27,30-decaoxatritriacontan-33-oic acid O=CCOCCOCCOCCOCCOCCOCCOCCOCCOCCOCCC(=O)O